C(C)(C)(C)OC(=O)N=S(=O)(C)CC=1C=CC2=C(C=C(O2)C(=O)OC)C1 methyl 5-[(N-tert-butoxycarbonyl-S-methyl-sulfonimidoyl)methyl]benzofuran-2-carboxylate